C1(CCCC1)[C@@]1(NC(NC1=O)=O)CNC(OC(C)(C)C)=O |r| rac-tert-Butyl {[4-cyclopentyl-2,5-dioxoimidazolidin-4-yl]methyl}carbamate